dodecamethylparaben CC1(C(C(C(C(C1(C(OC)=O)C)(C)C)(C)C)(OC)C)(C)C)C